The molecule is a phosphatidylcholine 36:4 in which the acyl groups specified at positions 1 and 2 are (6Z,9Z,12Z)-octadecatrienoyl and (9Z)-octadecenoyl respectively. It derives from a gamma-linolenic acid and an oleic acid. CCCCCCCC/C=C\\CCCCCCCC(=O)O[C@H](COC(=O)CCCC/C=C\\C/C=C\\C/C=C\\CCCCC)COP(=O)([O-])OCC[N+](C)(C)C